(S)-1-(2-(7-(5-(trifluoromethyl)pyrimidin-2-yl)-5,6,7,8-tetrahydroimidazo[1,5-a]pyrazin-3-yl)ethoxy)propan-2-amine FC(C=1C=NC(=NC1)N1CC=2N(CC1)C(=NC2)CCOC[C@H](C)N)(F)F